C1(=CC=CC=C1)N1C2=CC=CC=C2C=2C=CC(=CC12)OB(O)O (9-phenyl-9H-carbazole-2-yl)boric acid